F[C@@H]1[C@@H](C1)NC(C1=CC=CC=C1OC)=O N-((1R,2S)-2-fluorocyclopropyl)-6-methoxybenzamide